1-Methylpiperidin-4-yl 4-{[6-(5-Chloro-2-Fluorophenyl)Pyridazin-4-yl]Amino}Quinolin-7-Carboxylat ClC=1C=CC(=C(C1)C1=CC(=CN=N1)NC1=CC=NC2=CC(=CC=C12)C(=O)OC1CCN(CC1)C)F